(3R,4R)-1-(2-aminoethyl)pyrrolidine-3,4-diol NCCN1C[C@H]([C@@H](C1)O)O